tantalum nickel tin [Sn].[Ni].[Ta]